benzylplatinum (0) chloride C(C1=CC=CC=C1)[Pt-2]Cl